N[C@H](C(=O)O)CCN |o1:1| (S)- or (R)-2,4-diaminobutyric acid